N(N)CCC(=O)OC(C)(C)C tert-butyl 3-hydrazinylpropanoate